COC(C1=C(C(=C(C=C1)Br)N)O)=O 3-Amino-4-bromo-2-hydroxybenzoic acid methyl ester